N-[(1R,2S)-2-(4-amino-3-fluoro-phenyl)-1-(4-methylpiperazine-1-carbonyl)propyl]propanamide cobalt [Co].NC1=C(C=C(C=C1)[C@@H]([C@H](C(=O)N1CCN(CC1)C)NC(CC)=O)C)F